IC=1C=CC=2N(C3=CC=CC=C3C2C1)C1=CC=C(C=C1)OCCOCCOCCOC 3-Iodo-9-(4-(2-(2-(2-methoxyethoxy)ethoxy)ethoxy)phenyl)-9H-carbazole